FC1=C(OC2=C(C=C(N)C=C2C)C)C=CC(=C1F)C1CCC(CC1)CCCCC 4-[2,3-difluoro-4-(4-pentylcyclohexyl)phenoxy]-3,5-dimethyl-aniline